CC(CC(=O)OC(C)(C)C)(C)C=1C(OC[C@H](N1)C1=CC=CC=C1)=O tert-butyl (R)-3-methyl-3-(2-oxo-5-phenyl-5,6-dihydro-2H-1,4-oxazin-3-yl)butanoate